4-[3-[2-(3,3-difluoropropyl)-4-hydroxy-5-methyl-pyrazol-3-yl]-1H-1,2,4-triazol-5-yl]-1-methyl-pyrazolo[4,3-c]pyridine-6-carboxamide FC(CCN1N=C(C(=C1C1=NNC(=N1)C1=NC(=CC2=C1C=NN2C)C(=O)N)O)C)F